FC1=CC=C(C(=N1)C)OC1=C(C(=O)NC2=CC(=CC=C2)[S@@](=O)(=NC(CN)=O)C)C=CC(=C1)C(F)(F)F (R)-2-((6-fluoro-2-methylpyridin-3-yl)oxy)-N-(3-(N-glycyl-S-methylsulfonimidoyl)phenyl)-4-(trifluoromethyl)benzamide